7-formyl-6-((N-methylacetylamino)methyl)-3,4-dihydro-1,8-naphthyridine-1(2H)-carboxamide C(=O)C1=C(C=C2CCCN(C2=N1)C(=O)N)CNC(CC)=O